C(C)(C)(C)C1N2C(C3=CC(=C(C=C3C1)OCCCOC)Cl)=C(C(C(=C2)C(=O)O)=O)C 6-tert-butyl-10-chloro-9-(3-methoxypropoxy)-1-methyl-2-oxo-6,7-dihydro-2H-pyrido[2,1-a]isoquinoline-3-carboxylic acid